(R)-5-((((6-(3-(2-(4-((R)-1-aminoethyl)-3-methoxyphenyl)-3-chloropyridin-4-yl)-2-chlorophenyl)-2-methoxypyridin-3-yl)methyl)amino)methyl)pyrrolidin-2-one N[C@H](C)C1=C(C=C(C=C1)C1=NC=CC(=C1Cl)C=1C(=C(C=CC1)C1=CC=C(C(=N1)OC)CNC[C@H]1CCC(N1)=O)Cl)OC